C(C=C)(=O)NC=1C(=CC(=C(C1)NC1=CC(=NC=N1)N1OCC[C@@H]1C=1C=C(C(=O)OC(C)CC)C=CC1)OC)N(C)CCN(C)C sec-Butyl 3-((R)-2-(6-((5-acrylamido-4-((2-(dimethylamino)ethyl)(methyl)amino)-2-methoxyphenyl)amino)pyrimidin-4-yl)isooxazolidin-3-yl)benzoate